OC1(COC1)C=1C=C(C=CC1)C(=O)N1CCC(CC1)C1=CC(=CC=C1)C(F)(F)F (3-(3-hydroxyoxetan-3-yl)phenyl)(4-(3-(trifluoromethyl)phenyl)piperidin-1-yl)methanone